[C@@H]12N(C[C@@H](NC1)C2)C=2C=CC(=C(C(=O)N[C@H](C)C1=CC(=C(C=C1)OC)OC)C2)C 5-[(1S,4S)-2,5-Diazabicyclo[2.2.1]heptan-2-yl]-N-[(1R)-1-(3,4-dimethoxyphenyl)ethyl]-2-methyl-benzamide